C(#N)C1=C(C=C(C=C1)NC([C@@](CN1C=CC2=C(C=CC=C12)F)(C)O)=O)C(F)(F)F (S)-N-(4-cyano-3-(trifluoromethyl)phenyl)-3-(4-fluoro-1H-indol-1-yl)-2-hydroxy-2-methylpropanamide